BrC1=CC=C(C=C1)C1CCN(CC1)C1=C(C=C(C=C1)[N+](=O)[O-])F 4-(4-bromophenyl)-1-(2-fluoro-4-nitrophenyl)piperidine